COC1NCCN1 2-methoxy-imidazolidine